ClC1=CC=C(C=C1)C1(CCN(CC1)CCCC(=O)C1=C(C=CC=C1)F)O 4-[4-(4-chlorophenyl)-4-hydroxypiperidin-1-yl]-1-(2-fluorophenyl)butan-1-one